[[(2R,3S,5R)-5-(6-amino-2-fluoro-purin-9-yl)-4,4-dideuterio-2-ethynyl-3-hydroxy-tetrahydrofuran-2-yl]-dideuterio-methyl](5-methyl-2-oxo-1,3-dioxol-4-yl)methyl carbonate C(OC(C=1OC(OC1C)=O)C([2H])([2H])[C@@]1(O[C@H](C([C@@H]1O)([2H])[2H])N1C2=NC(=NC(=C2N=C1)N)F)C#C)([O-])=O